N-(5-(7-Chloro-2,3-dihydro[1,4]dioxino[2,3-b]pyridin-6-yl)pyridin-2-yl)-2,6-difluoro-benzamid ClC=1C=C2C(=NC1C=1C=CC(=NC1)NC(C1=C(C=CC=C1F)F)=O)OCCO2